ClC=1N=C(SC1Cl)C(=O)NC(C(=O)O)C=CC(C)(C)C 2-(4,5-dichloro-1,3-thiazol-2-ylcarbonylamino)-5,5-dimethyl-3-hexenoic acid